(trans)-ethyl 4-((3-hydroxycyclopentyl) amino)-1H-pyrrolo[2,3-b]pyridine-5-carboxylate O[C@@H]1C[C@H](CC1)NC1=C2C(=NC=C1C(=O)OCC)NC=C2